OC(C)(C)C=1C=C(C(=O)OC2=CC(=CC=C2)C(C)(C)O)C=C(C1)C(C)(C)O 3-α-hydroxyisopropylphenyl 3,5-bis(α-hydroxyisopropyl)benzoate